3-(3-(4-Acetamidophenyl)cyclopentyl)-5-amino-N-(3-chloro-4-fluorophenyl)-1-methyl-1H-pyrazole-4-carboxamide C(C)(=O)NC1=CC=C(C=C1)C1CC(CC1)C1=NN(C(=C1C(=O)NC1=CC(=C(C=C1)F)Cl)N)C